5-bromo-6-bromo-6-iodo-1H-indazole BrC1=CC2=CNNC2=CC1(I)Br